4-chloro-N-((4,6-dimethyl-1H-pyrrolo[2,3-b]pyridin-5-yl)methyl)-5-methylthiophene-2-carboxamide ClC=1C=C(SC1C)C(=O)NCC=1C(=C2C(=NC1C)NC=C2)C